COC([C@H](C[C@H]1C(NCCC1)=O)NC(=O)[C@H]1NCC2(C1)CCCCC2)=O (S)-methyl-3-((S)-2-oxopiperidin-3-yl)-2-((S)-2-azaspiro[4.5]decane-3-carboxamido)propanoate